C(C=C)(=O)N1CCC(CC1)C1=C2C(=NC=C1)NC=C2C2=CC=C(C(=O)NC1=NC=CC=C1)C=C2 4-(4-(1-acryloylpiperidin-4-yl)-1H-pyrrolo[2,3-b]pyridin-3-yl)-N-(pyridin-2-yl)benzamide